(6-(4-(methylsulfonyl)piperazin-1-yl)pyridin-3-yl)pyrimidin-2-amine CS(=O)(=O)N1CCN(CC1)C1=CC=C(C=N1)C1=NC(=NC=C1)N